C(C(=C)C)(=O)OCCOCCOCCO tri-ethyleneglycol methacrylate